(2E)-3-[4-(trans-4-pentylcyclohexyl)phenyl]-2-propenoic acid C(CCCC)[C@@H]1CC[C@H](CC1)C1=CC=C(C=C1)/C=C/C(=O)O